3-[[1-(trifluoro-methyl)cyclopropyl]methyl]urea FC(C1(CC1)CNC(N)=O)(F)F